2-[4-[[3-(trifluoromethyl)phenoxy]methyl]-1H-1,2,3-triazol-1-yl]benzamide tert-Butyl-4-hydroxy-2-oxo-2,5-dihydro-1H-pyrrole-1-carboxylate C(C)(C)(C)OC(=O)N1C(C=C(C1)O)=O.FC(C=1C=C(OCC=2N=NN(C2)C2=C(C(=O)N)C=CC=C2)C=CC1)(F)F